(S)-1-[6-[5-ethyl-3-methyl-4-oxo-6-(trifluoromethyl)imidazo[4,5-c]pyridin-2-yl]-5-(ethylsulfonimidoyl)-3-pyridyl]cyclopropanecarbonitrile C(C)N1C(C2=C(C=C1C(F)(F)F)N=C(N2C)C2=C(C=C(C=N2)C2(CC2)C#N)[S@](=O)(=N)CC)=O